N[C@H]1CCC2=CC(=CC=C12)N1C(=NC=2C1=NC(=CC2)OC)C=2C(=NC=CC2)N (S)-3-(3-(1-amino-2,3-dihydro-1H-inden-5-yl)-5-methoxy-3H-imidazo[4,5-b]pyridin-2-yl)pyridin-2-amine